2-(5-methyl-1-(4-(2-morpholinoethoxy)phenyl)-1H-1,2,3-triazol-4-yl)acetic acid CC1=C(N=NN1C1=CC=C(C=C1)OCCN1CCOCC1)CC(=O)O